The molecule is a phthalic acid monoester obtained by formal condensation of one of the carboxy groups of phthalic acid with the hydroxy group of pentanol. It has a role as a xenobiotic metabolite, an anti-estrogen and a rat metabolite. It derives from a pentan-1-ol. CCCCCOC(=O)C1=CC=CC=C1C(=O)O